NC=1C(=NN(C1)C1CC(C1)O)C1=NC=CC=C1F (1s,3s)-3-(4-amino-3-(3-fluoropyridin-2-yl)-1H-pyrazol-1-yl)cyclobutan-1-ol